1,4,7,10-tetraazacyclododecanoic acid N1(CCNCCNCCNCC1)C(=O)O